FCCCNCCOC1=NC=C(C(=C1)[C@H]1N([C@@H](CC2=C1NC1=CC=CC=C21)C)CC(F)(F)F)OC 3-fluoro-N-(2-((5-methoxy-4-((1R,3R)-3-methyl-2-(2,2,2-trifluoroethyl)-2,3,4,9-tetrahydro-1H-pyrido[3,4-b]indol-1-yl)pyridin-2-yl)oxy)ethyl)propan-1-amine